L-β-Leucine N[C@@H](C(C)C)CC(=O)O